1-(4'-(isopropylthio)-[1,1'-biphenyl]-4-yl)-3-(quinoxalin-6-yl)prop-2-en-1-one C(C)(C)SC1=CC=C(C=C1)C1=CC=C(C=C1)C(C=CC=1C=C2N=CC=NC2=CC1)=O